(S)-3-((3-(ethoxymethyl)-3-(2-fluorophenethyl)pyrrolidin-1-yl)methyl)pyridine C(C)OC[C@@]1(CN(CC1)CC=1C=NC=CC1)CCC1=C(C=CC=C1)F